COCCN1[C@H](CCC1)/C=C/C(=O)OCC (R,E)-ethyl 3-(1-(2-methoxyethyl)pyrrolidin-2-yl)acrylate